C1(CC1)C([C@@H](C(=O)NC1=NC(=C(C=C1)C=1C(=NN(C1C)COCC[Si](C)(C)C)C)F)NC(=O)C=1N(N=NC1)CCC)C1CC1 N-[(1S)-1-(dicyclopropylmethyl)-2-[[5-[3,5-dimethyl-1-(2-trimethylsilylethoxymethyl)pyrazol-4-yl]-6-fluoro-2-pyridyl]amino]-2-oxo-ethyl]-3-propyl-triazole-4-carboxamide